7-(3,3-dimethylbutyl)-5,6,7,8-tetrahydro-1,6-naphthyridin-2-ol CC(CCC1NCC=2C=CC(=NC2C1)O)(C)C